C(CCCCCCCCCCC)S(=O)(=O)[O-].[Ca+2].C(CCCCCCCCCCC)S(=O)(=O)[O-] Calcium Dodecylsulfonat